3-(1'-((7-(4-((3S,4R)-7-hydroxy-3-phenylchroman-4-yl)phenyl)-7-azaspiro[3.5]nonan-2-yl)methyl)-7-oxo-5,7-dihydro-2H,6H-spiro[furo[2,3-f]isoindole-3,4'-piperidin]-6-yl)piperidine OC1=CC=C2[C@H]([C@H](COC2=C1)C1=CC=CC=C1)C1=CC=C(C=C1)N1CCC2(CC(C2)CN2CCC3(CC2)COC2=CC=4C(N(CC4C=C23)C2CNCCC2)=O)CC1